Cl.Cl.C(N)(=N)C1=CC=C(C=C1)C=1NC2=CC(=CC=C2C1)NC(=O)O 2-(4-amidinophenyl)-6-indolecarbamic acid dihydrochloride